N-(3-{6-[4-(4-Methylpiperazin-1-yl)phenyl]-4-(pyrrolidin-1-yl)furo[2,3-d]pyrimidin-5-yl}phenyl)prop-2-enamide CN1CCN(CC1)C1=CC=C(C=C1)C1=C(C2=C(N=CN=C2N2CCCC2)O1)C=1C=C(C=CC1)NC(C=C)=O